FC(C1=CC=C(C=N1)C1=CC=C(C=C1)C(CCC)N1C=NC=C1C(=O)OC)(F)F Methyl 1-(1-(4-(6-(trifluoromethyl) pyridin-3-yl) phenyl) butyl)-1H-imidazole-5-carboxylate